ClC(COCCC[Si](OC(C)C)(OC(C)C)OC(C)C)CCl 2,3-dichloropropyloxypropyl-triisopropoxysilane